2-(bromomethyl)-3-fluorobenzonitrile BrCC1=C(C#N)C=CC=C1F